1,4-dioctyloxybenzene-bisamide C(CCCCCCC)OC1(C(C=C(C=C1)OCCCCCCCC)C(=O)N)C(=O)N